(R)-1-(4-(4-((1-(3-(1,1-difluoro-2-hydroxyethyl)-2-fluorophenyl)ethyl)amino)-2-methylpyrido[2,3-d]pyrimidin-6-yl)-5,6-dihydropyridin-1(2H)-yl)ethanone FC(CO)(F)C=1C(=C(C=CC1)[C@@H](C)NC=1C2=C(N=C(N1)C)N=CC(=C2)C2=CCN(CC2)C(C)=O)F